2-((2R,5R)-2-(((S)-3-(isopropoxymethyl)morpholino)methyl)-5-methylpiperazin-1-yl)ethan-1-one C(C)(C)OC[C@@H]1COCCN1C[C@@H]1N(C[C@H](NC1)C)CC=O